(3-(hydroxymethyl)pyrazin-2-yl)-N-methylmethanesulfonamide OCC=1C(=NC=CN1)CS(=O)(=O)NC